BrC1=CN(C2=C1C(=NC=C2C#N)Cl)C([2H])([2H])[2H] 3-bromo-4-chloro-1-(methyl-d3)-1H-pyrrolo[3,2-c]pyridine-7-carbonitrile